3-[4-deuterio-8-methyl-1-(2,2,2-trifluoroacetyl)-2,3-dihydroquinolin-4-yl]-1-methyl-7-[4-(4-methylpiperazin-1-yl)anilino]-4H-pyrimido[4,5-d]pyrimidin-2-one [2H]C1(CCN(C2=C(C=CC=C12)C)C(C(F)(F)F)=O)N1C(N(C2=NC(=NC=C2C1)NC1=CC=C(C=C1)N1CCN(CC1)C)C)=O